2,4-dioxane C1OCOCC1